The molecule is a stilbenoid that is the 5-O-methyl ether derivative of vedelianin. Isolated from Macaranga alnifolia, it exhibits cytotoxic activity. It has a role as a metabolite. It is a stilbenoid, a member of resorcinols, an organic heterotricyclic compound and a cyclic ether. It derives from a vedelianin. CC(=CCC1=C(C=C(C=C1O)/C=C/C2=CC3=C(C(=C2)OC)O[C@@]4(C[C@H]([C@H](C([C@H]4C3)(C)C)O)O)C)O)C